C(C1=CC=CC=C1)C(CP(O)(=O)CC(C(N1[C@@H](CCC1)C(N)=O)=O)CC1=CC=CC=C1)C(=O)N1[C@@H](CCC1)C(N)=O Bis(2-benzyl-3-((S)-2-carbamoyl-pyrrolidin-1-yl)-3-oxopropyl)phosphinic acid